C(C)(C)(C)OC([C@@H](CC1=C(C=CC=C1)C=C)[C@@H]1CN(CC1)C(=O)OC(C)(C)C)=O tert-butyl (R)-3-((S)-1-(tert-butoxy)-1-oxo-3-(2-vinylphenyl)propan-2-yl)pyrrolidine-1-carboxylate